FC(CF)C1=C(C=O)C=C(C(=C1F)[Si](C)(C)C)F (1,2-difluoroethyl)-3,5-difluoro-4-(trimethylsilyl)benzaldehyde